N1C[C@@H](CC1)OCCCC[C@@H]1NC2=NC=CC=C2CC1 (S)-2-(4-(((R)-pyrrolidin-3-yl)oxy)butyl)-1,2,3,4-tetrahydro-1,8-naphthyridine